trans-cyclopentene C1=CCCC1